C(C)OC=1C=C(C=C(C1)C1(CC(C1)OC)C1=NN=CN1C)N1C(C2=CC(=CC(=C2C1)C(F)(F)F)CNC1(CCC1)C)=O 2-(3-ethoxy-5-((1s,3s)-3-methoxy-1-(4-methyl-4H-1,2,4-triazol-3-yl)cyclobutyl)phenyl)-6-(((1-methylcyclobutyl)amino)methyl)-4-(trifluoromethyl)isoindolin-1-one